C(C)(C)(C)[S@@](=O)N[C@@H](CC(=O)[O-])C=1C=C(C=C(C1F)C(F)(F)F)C1=C(C(=CC=C1C)F)C (S)-3-(((R)-tert-butylsulfinyl)amino)-3-(3',4-difluoro-2',6'-dimethyl-5-(trifluoromethyl)-[1,1'-biphenyl]-3-yl)propanoate